sodium mercaptoacetylacetamide SCC(=O)CC(=O)N.[Na]